N-[trans-4-(1-hydroxycyclopropyl)cyclohexyl]-4-(7-methyl-1H-pyrrolo[3,2-c]pyridin-4-yl)benzamide OC1(CC1)[C@@H]1CC[C@H](CC1)NC(C1=CC=C(C=C1)C1=NC=C(C2=C1C=CN2)C)=O